C(=O)O.ClC=1C(=C(C=CC1)C#CC=1N(C(=C(N1)C(=O)N)C=1C=NC=CC1)C)C 2-[2-(3-chloro-2-methyl-phenyl)ethynyl]-1-methyl-5-(3-pyridyl)imidazole-4-carboxamide formate salt